(6aR)-tert-butyl 4-fluoro-3-(2-fluorophenyl)-1-(4-hydroxy-2,2-dimethylpyrrolidin-1-yl)-12-oxo-6a,7,9,10-tetrahydro-6H-pyrazino[2,1-c]pyrido[3,4-f][1,4]oxazepin-8(12H)-carboxylate FC1=C(N=C(C=2C(N3[C@@H](COC21)CN(CC3)C(=O)OC(C)(C)C)=O)N3C(CC(C3)O)(C)C)C3=C(C=CC=C3)F